(5-Cyano-2,6-diphenyl-pyrimidin-4-yloxy)-acetic acid C(#N)C=1C(=NC(=NC1C1=CC=CC=C1)C1=CC=CC=C1)OCC(=O)O